2-(piperidin-4-yl)pyrimidin-5-ol hydrochloride salt Cl.N1CCC(CC1)C1=NC=C(C=N1)O